2-(phenylamino)-6-(trifluoromethyl)pyridin-3-carboxylic acid C1(=CC=CC=C1)NC1=NC(=CC=C1C(=O)O)C(F)(F)F